difluoro-4-iodo-2-methylpyridine FC=1C(=C(C(=NC1)C)F)I